[Ag+].FC(S)(F)F trifluoromethanethiol silver (I)